N-3-nitrophenyl-itaconimide 3-[3-(naphthalen-1-yloxy)propyl]-7-(1,3,5-trimethyl-1H-pyrazol-4-yl)-1H-indole-2-carboxylate C1(=CC=CC2=CC=CC=C12)OCCCC1=C(NC2=C(C=CC=C12)C=1C(=NN(C1C)C)C)C(=O)O.[N+](=O)([O-])C=1C=C(C=CC1)N1C(C(=C)CC1=O)=O